2-[2-(Dibenzylamino)ethoxy]acetic acid C(C1=CC=CC=C1)N(CCOCC(=O)O)CC1=CC=CC=C1